COC1=C(C(=CC=C1)OC)N1C(=NC=2C1=NC(=CN2)NS(=O)(=O)C2=NC=CC=C2)C2=NC(=CC=C2)OCC N-(1-(2,6-dimethoxyphenyl)-2-(6-ethoxypyridin-2-yl)-1H-imidazo[4,5-b]pyrazin-6-yl)pyridine-2-sulfonamide